OC=1C=C(C=C(C1O)O)CCCCCCCC=C 9-(3,4,5-trihydroxyphenyl)-1-nonene